(R or S)-N-(1H-indol-3-yl)-4-(trifluoromethyl)benzenesulfonimidamide N1C=C(C2=CC=CC=C12)N[S@](=O)(=N)C1=CC=C(C=C1)C(F)(F)F |o1:10|